N-[(5-Chlorothiophen-2-yl)methyl]-3-{1-[(1-methylazetidin-3-yl)methyl]piperidin-4-yl}-1H-pyrazol-5-amin ClC1=CC=C(S1)CNC1=CC(=NN1)C1CCN(CC1)CC1CN(C1)C